CC1=C(C(=CC=C1)C)C1=CC(=NC(=C1)C#CC1(CC1)OC)CCC(=O)O 3-(4-(2,6-dimethylphenyl)-6-((1-methoxycyclopropyl)ethynyl)pyridin-2-yl)propanoic acid